CC(CC=O)C1=CC(=CC=C1)C(C)C beta-methyl-3-(1-methylethyl)benzenepropanal